5-(4-aminophenyl)-1H-naphtho[1,2-b][1,4]diazepine-2,4(3H,5H)-dione NC1=CC=C(C=C1)N1C2=C(NC(CC1=O)=O)C1=CC=CC=C1C=C2